((2R,4S,5R)-5-amino-4-hydroxytetrahydro-2H-pyran-2-yl)((S)-1-(4-fluorophenyl)-3,4-dihydroisoquinolin-2(1H)-yl)methanone N[C@H]1[C@H](C[C@@H](OC1)C(=O)N1[C@H](C2=CC=CC=C2CC1)C1=CC=C(C=C1)F)O